dioctyl-diglycolamide C(CCCCCCC)C(OC(C(=O)N)CCCCCCCC)C(=O)N